nonadecane-4,11-diol CCCC(CCCCCCC(CCCCCCCC)O)O